3-((5-cyanopentyl)oxy)-2,9,10-trimethoxy-13-(3-methylbut-2-en-1-yl)-5,6-dihydroisoquinolino[3,2-a]isoquinolin-7-ium C(#N)CCCCCOC1=CC=2CC[N+]3=C(C2C=C1OC)C(=C1C=CC(=C(C1=C3)OC)OC)CC=C(C)C